C1=CC=CC=2C3=CC=CC=C3C(C12)COC(=O)N[C@H](C(=O)O)CC1=CC(=C(C=C1)C(=O)OC(C)(C)C)Cl (S)-2-((((9H-fluoren-9-yl)methoxy)carbonyl)amino)-3-(4-(tert-butoxycarbonyl)-3-chlorophenyl)propanoic acid